COC=1C=C(C=CC1N1CCC(CC1)OC)NC=1N=C(C2=C(N1)SC=C2C)NC=2C=C(C=CC2)C(C)(C)O 2-(3-((2-((3-methoxy-4-(4-methoxypiperidin-1-yl)phenyl)amino)-5-methylthieno[2,3-d]pyrimidine-4-yl)amino)phenyl)propan-2-ol